methyl 4-(4-{2-[2-(2-azidoethoxy)ethoxy]ethoxy}phenyl)-2-[4-(trifluoromethyl)benzoyl]butanoate N(=[N+]=[N-])CCOCCOCCOC1=CC=C(C=C1)CCC(C(=O)OC)C(C1=CC=C(C=C1)C(F)(F)F)=O